C(C)(C)(C)OC(=O)C1=CC=C(OCCCCCCCCCCC(=O)O)C=C1 11-(4-t-butoxycarbonylphenoxy)undecanoic acid